C(C)(=O)NC1CC2C(N(C=3C(=CC(=CC23)C(=O)NC2=CC=C(C=C2)OC(F)(F)Cl)C2=CC=NN2)C(C)C)C1 2-acetamido-N-(4-(chlorodifluoromethoxy)phenyl)-4-isopropyl-5-(1H-pyrazol-5-yl)-1,2,3,3a,4,8b-hexahydrocyclopenta[b]indole-7-carboxamide